2-bromo-4-methyl-6H-thieno[2,3-D]pyridazin-7-one BrC1=CC2=C(C(NN=C2C)=O)S1